(R)-4-methyl-N-(5-(5-methylisoxazol-3-yl)-2,3-dihydro-1H-inden-1-yl)oxazole-5-carboxamide CC=1N=COC1C(=O)N[C@@H]1CCC2=CC(=CC=C12)C1=NOC(=C1)C